((2-benzoyl-4-chlorophenyl)amino)-5-phenyl-N-(quinolin-8-yl)pentanamide C(C1=CC=CC=C1)(=O)C1=C(C=CC(=C1)Cl)NC(C(=O)NC=1C=CC=C2C=CC=NC12)CCCC1=CC=CC=C1